ClC=1C=CC=2N=CN=C(C2N1)NC1=C(C(=C(C=C1)OC1=CC2=C(N(N=N2)C)C=C1)C([2H])([2H])[2H])F 6-chloro-N-(2-fluoro-3-(methyl-d3)-4-((1-methyl-1H-benzo[d][1,2,3]triazol-5-yl)oxy)phenyl)pyrido[3,2-d]pyrimidin-4-amine